N-(4-bromobutyl)-diphenylamine BrCCCCN(C1=CC=CC=C1)C1=CC=CC=C1